ClC1=C(C=CC=C1)C(C)OC(=O)NC=1C(=NOC1C1=CC=C(C(=O)NC(C(=O)O)CO)C=C1)C (±)-2-(4-{4-[1-(2-Chloro-phenyl)-ethoxycarbonylamino]-3-methyl-isoxazol-5-yl}-benzoylamino)-3-hydroxy-propionic acid